5-methoxy-N-methyl-pyridazin-3-amine COC=1C=C(N=NC1)NC